NC1=C2N=CN(C2=NC(=N1)F)[C@H]1C[C@@H]([C@@](O1)(C#C)COP(=O)(OC1=CC=CC=C1)N[C@H](C(=O)OCC(CCCCCCCCC)CCCCCCCCC)CC1=CC(=CC(=C1)F)F)O 2-Nonylundecyl (2S)-2-(((((2R,3S,5R)-5-(6-amino-2-fluoro-9H-purin-9-yl)-2-ethynyl-3-hydroxytetra-hydrofuran-2-yl)methoxy)-(phenoxy)phosphoryl)-amino)-3-(3,5-difluorophenyl)propanoate